C(C)N(CC(CO)O)CC 3-diethylamino-1,2-propylene glycol